CC1=C(C=C(C=C1)NC(=O)N1C[C@@H](CC1)CC(F)(F)F)C1=CC(=NC(=C1)N1CCOCC1)NC (3S)-N-[4-methyl-3-[2-(methylamino)-6-(morpholin-4-yl)pyridin-4-yl]phenyl]-3-(2,2,2-trifluoroethyl)pyrrolidine-1-carboxamide